CN[C@@H](C(=O)OC)C1=CC=CC=C1 (R)-methyl 2-(methylamino)-2-phenylacetate